FC1=CN=C2C=3C(=NC(=NC13)OC[C@]13CCCN3C[C@@H](C1)F)N(C1(CC1)CCO2)C 4-fluoro-2-(((2R,7aS)-2-fluorotetrahydro-1H-pyrrolizin-7a(5H)-yl)methoxy)-11-methyl-8,9-dihydro-11H-7-oxa-1,3,6,11-tetraazaspiro[cycloocta[de]naphthalene-10,1'-cyclopropan]